N1(CCCC2=CC=CC=C12)C(=O)ON=CC1=C(C=CC=C1F)Cl 2-chloro-6-fluorobenzaldehyde O-(1,2,3,4-tetrahydroquinoline-1-carbonyl) oxime